Cl.CN(CCNC(CCCC=O)=O)C N-(2-(dimethylamino)ethyl)-5-oxopentanoamide hydrochloride